C1(=CC=C(C=C1)N(C1=CC=2C(C3=CC=CC=C3C2C=C1)(C)C)C1=CC=C(C=C1)C1=CC=CC2=C1OC1=C2C=CC=C1)C1=CC=CC=C1 N-(1,1'-biphenyl-4-yl)-N-[4-(dibenzofuran-4-yl)phenyl]-9,9-dimethyl-9H-fluorene-2-amine